1-((4-(5-bromo-6-methylpyridin-2-yl)-1-methyl-1H-1,2,3-triazol-5-yl)methyl)-3-(cyclopropylmethyl)imidazolidin-2-one BrC=1C=CC(=NC1C)C=1N=NN(C1CN1C(N(CC1)CC1CC1)=O)C